2-[({5-[3-(trifluoromethoxy)phenyl]-1,3-oxazol-2-yl}methyl)sulfanyl]-6-(trifluoromethyl)pyrimidin-4-amine FC(OC=1C=C(C=CC1)C1=CN=C(O1)CSC1=NC(=CC(=N1)N)C(F)(F)F)(F)F